CC=1N=C2N(C=C(N=C2C)B2OC(C(O2)(C)C)(C)C)C1 2,8-dimethyl-6-(4,4,5,5-tetramethyl-1,3,2-dioxaborolan-2-yl)imidazo[1,2-a]pyrazine